N1(CCCCCCC1)CCC=O 3-(AZOCAN-1-YL)PROPANAL